oxo-4-(4-stearylpiperazin-1-yl)butanoic acid O=C(C(=O)O)CCN1CCN(CC1)CCCCCCCCCCCCCCCCCC